N=1N=C(N2N=CN=NC21)C2=CC1=C(C3=CC=CC=C3C=C1C=C2)C2=NN=C1N2N=CN=N1 2,9-bis([1,2,4]triazolo[4,3-b][1,2,4,5]tetrazin-3-yl)anthracene